ClC=1C=CC(=C(C1)C1=CC(=NC=C1C(=O)NC=1SC(=NN1)OC)C)OC 4-(5-chloro-2-methoxyphenyl)-N-(5-methoxy-1,3,4-thiadiazol-2-yl)-6-methylnicotinamide